N1C=C(C2=CC=CC=C12)C=1C=C(NN1)N 5-(1H-indol-3-yl)-2H-pyrazol-3-amine